FC1=CC=C(C=C1)COC1=C(C(=NN1C(=O)C1=CSC=C1)C1CN(CCC1C)C(CN1CCOCC1)=O)C#N 5-[(4-Fluorophenyl)methoxy]-3-{4-methyl-1-[2-(morpholin-4-yl)acetyl]piperidin-3-yl}-1-(thiophen-3-carbonyl)-1H-pyrazol-4-carbonitril